ClC1=CC(=C(C=N1)C#CC1=CC=C(N)C=C1)F 4-((6-chloro-4-fluoropyridin-3-yl)ethynyl)aniline